BrC1=NOC(C1)(CF)C1=NC=C(C=C1C1=C(C=C(C=C1F)F)F)F 2-[3-Bromo-5-(fluoromethyl)-4,5-dihydro-1,2-oxazol-5-yl]-5-fluoro-3-(2,4,6-trifluorophenyl)pyridine